C(CCCC)C1=C(C(=O)[O-])C=CC=C1 2-pentylbenzoate